C(C)(C)(C)OC(=O)N1[C@H]([C@@H](C1)C1=NNC(N1C)=S)C |r| trans-rac-2-methyl-3-(4-methyl-5-thioxo-4,5-dihydro-1H-1,2,4-triazol-3-yl)azetidine-1-carboxylic acid tert-butyl ester